2,4,6-Octatrienal C(C=CC=CC=CC)=O